C(#N)C=1C(=NC(=NC1)NC1=C(C=C(C=C1)N1CCC(CC1)N(C)CCF)NC(C=C)=O)NC1=C(C=CC=C1)OC(C)C N-(2-((5-cyano-4-((2-isopropoxyphenyl)amino)pyrimidin-2-yl)amino)-5-(4-((2-fluoroethyl)(methyl)amino)piperidin-1-yl)phenyl)acrylamide